FC=1C=2N(C=C(C1)C1=CNC=3N=C(N=CC31)NC3CC(C3)(C)NC(C)=O)C=CN2 N-((1r,3r)-3-((5-(8-fluoroimidazo[1,2-a]pyridin-6-yl)-7H-pyrrolo[2,3-d]pyrimidin-2-yl)amino)-1-methylcyclobutyl)acetamide